FC1=C2C(C(NC2=C(C(=C1)F)F)=O)=O 4,6,7-trifluoroisatin